1-methoxy-5-(1H-pyrazol-1-yl)-2-naphthonitrile COC1=C(C=CC2=C(C=CC=C12)N1N=CC=C1)C#N